NC1=NC2=CC=C(C=C2C=N1)C1=C(C=C(C(=O)NC2=CC(=C(C=C2)CN2CCN(CC2)C)Cl)C=C1)C 4-(2-Aminoquinazolin-6-yl)-N-(3-chloro-4-((4-methylpiperazin-1-yl)methyl)phenyl)-3-methylbenzamide